C1=COOC1N Dioxacyclopentene-5-amine